C(C)(=O)[O-].C(C)(=O)[O-].C(C)(=O)[O-].C(CCC)[Sn+3] n-butyl-tin triacetate